N1C[C@@H](CC1)CCNC(O[C@H]1[C@H](NC[C@@H]1O)CC1=CC=C(C=C1)C=1C=NN(C1)C(F)F)=O (2R,3S,4S)-2-(4-(1-(difluoromethyl)-1H-pyrazol-4-yl)benzyl)-4-hydroxypyrrolidin-3-yl (2-((S)-pyrrolidin-3-yl)ethyl)carbamate